C(CCCCCCCCC)(=O)OC=1C2=CC=CC=C2C(=C2C=CC=CC12)OC(CCCCCCCCC)=O 9,10-bis(n-decanoyloxy)anthracene